C(C1=CC=CC=C1)OC1=C2C(=CNC2=CC(=C1)F)CCN(C)C [2-[4-(benzyloxy)-6-fluoroindol-3-yl]ethyl]dimethylamine